(Z)-N-((5-(difluoromethyl)-1-(2-methoxyethyl)-1H-pyrazole-3-carbonyl)oxy)-1-(o-tolyl)cyclopropane-1-carboximidamide FC(C1=CC(=NN1CCOC)C(=O)ON\C(=N/[H])\C1(CC1)C1=C(C=CC=C1)C)F